2-hydroxy-6-((2-(1-isopropyl-1H-pyrazol-5-yl)-pyridin-3-yl)methoxy)benzaldehyde OC1=C(C=O)C(=CC=C1)OCC=1C(=NC=CC1)C1=CC=NN1C(C)C